4-Amino-2-oxo-1-(1,2,3,4-tetrahydroisoquinolin-5-yl)-7-(trifluoromethyl)-1,2-dihydroquinoline-3-carboxylic acid methyl ester COC(=O)C=1C(N(C2=CC(=CC=C2C1N)C(F)(F)F)C1=C2CCNCC2=CC=C1)=O